2-((2s,4s)-2-(aminomethyl)-5-chloro-6-fluoro-2-phenyl-2,3-dihydrobenzofuran-4-yl)-4-(cyclopropylmethoxy)-3-fluorobenzamide NC[C@@]1(OC2=C(C1)C(=C(C(=C2)F)Cl)C2=C(C(=O)N)C=CC(=C2F)OCC2CC2)C2=CC=CC=C2